[Cl-].[Cl-].CC=1C(C2=CC(=CC(=C2C1)C)C)[Zr+2]C1C(=CC2=C(C=C(C=C12)C)C)C bis(2,4,6-trimethyl-indenyl)zirconium dichloride